C(C)O[Mg] ethyloxymagnesium